(R)-(6-(3-methyl-1H-pyrrolo[2,3-b]pyridine-5-yl)-8-(morpholin-3-yl)-3,4-dihydroisoquinolin-2(1H)-yl)(4-(oxetane-3-yl)piperazine-1-yl)methanone CC1=CNC2=NC=C(C=C21)C=2C=C1CCN(CC1=C(C2)[C@H]2NCCOC2)C(=O)N2CCN(CC2)C2COC2